tert-Butyl (S)-2-((S)-3-(1H-indol-3-yl)-2-(5-((3aR,4S,6aS)-2-oxohexahydro-1H-thieno[3,4-d]imidazol-4-yl)pentanamido) propanamido)-6-diazo-5-oxohexanoate N1C=C(C2=CC=CC=C12)C[C@@H](C(=O)N[C@H](C(=O)OC(C)(C)C)CCC(C=[N+]=[N-])=O)NC(CCCC[C@@H]1SC[C@H]2NC(N[C@H]21)=O)=O